C(C)[C@H]1CN(CCN1)C(=O)OC(C)(C)C tert-butyl (S)-3-ethylpiperazine-1-carboxylate